3,4,10-trihydroxy-13-(((2R,4R,5S,6S)-5-hydroxy-4-methoxy-4,6-dimethyltetrahydro-2H-pyran-2-yl)oxy)-3,5,6,8,10,12,14-heptamethyl-1-oxa-6-azacyclopentadecan-15-one OC1(COC(C(C(C(CC(CC(CN(C(C1O)C)C)C)(C)O)C)O[C@@H]1O[C@H]([C@@H]([C@](C1)(C)OC)O)C)C)=O)C